FC1=C(CN(C(=O)NCC2=CC=C(C=C2)OCC)C2CCN(CC2)C)C=CC(=C1)F 1-(2,4-difluorobenzyl)-3-(4-ethoxybenzyl)-1-(1-methylpiperidin-4-yl)urea